2-(1-tert-Butoxycarbonyl-4-piperidyl)-3-(4-ethynylphenyl)propanoic acid C(C)(C)(C)OC(=O)N1CCC(CC1)C(C(=O)O)CC1=CC=C(C=C1)C#C